(E)-N-(tert-butyldimethylsilyl)-1-(3-(4,4,5,5-tetramethyl-1,3,2-dioxaborolan-2-yl)allyl)-1H-pyrazole-3-sulfonimidamide [Si](C)(C)(C(C)(C)C)NS(=O)(=N)C1=NN(C=C1)C\C=C\B1OC(C(O1)(C)C)(C)C